C(OC[C@H]1O[C@@]([C@@H]2OC(CN(CC(O[C@@H]21)=O)C)=O)(C#N)C2=CC=C1C(=NC=NN12)N)(OC(C)C)=O ((7aR,8R,10R,10aR)-10-(4-aminopyrrolo[2,1-f][1,2,4]triazin-7-yl)-10-cyano-4-methyl-2,6-dioxooctahydro-2H-furo[3,4-b][1,4,7]dioxazonin-8-yl)methyl isopropyl carbonate